3-chloro-2-hydroxypropyl-trimethylammonium ClCC(C[N+](C)(C)C)O